C(C=1C(O)=CC=CC1)=C1C(C(=C(C(=O)NNC(=O)C(CCCCCCCCC)C(=O)O)C=C1)O)=CC=1C(O)=CC=CC1 decanedicarboxylic acid bis-salicylidene-N'-salicyloyl hydrazide